(R)-1-(3-chlorophenyl)-2-[(3S,4S)-3-[(4-methanesulfonylphenoxy)methyl]-4-methylpyrrolidin-1-yl]ethan-1-ol ClC=1C=C(C=CC1)[C@H](CN1C[C@H]([C@@H](C1)C)COC1=CC=C(C=C1)S(=O)(=O)C)O